SC(C(C)SC(C(C)O)C)C 3-((2-sulfhydryl-1-methylpropyl)thio)-2-butanol